(2,6-Dioxopiperidin-3-yl)-5-((6-(4-(quinoxalin-2-yl)-1H-pyrazol-1-yl)hexyl)oxy)isoindoline-1,3-dione O=C1NC(CCC1N1C(C2=CC=C(C=C2C1=O)OCCCCCCN1N=CC(=C1)C1=NC2=CC=CC=C2N=C1)=O)=O